(Z)-6-((dimethyl((1-((2,5,7,8-tetramethyl-2-(4,8,12-trimethyltridecyl)chroman-6-yl)oxy)octadec-9-en-1-yl)oxy)silyl)oxy)-N-methyl-N-(prop-2-yn-1-yl)hexan-1-amine C[Si](OCCCCCCN(CC#C)C)(OC(CCCCCCC\C=C/CCCCCCCC)OC=1C(=C2CCC(OC2=C(C1C)C)(CCCC(CCCC(CCCC(C)C)C)C)C)C)C